CCOCNCCOCCOCCNCCCCNCNCCC 3,8,11-trioxa-5,14,19,21-tetraazatetracosane